4-pentoxy-N,N-dimethylbutanamide C(CCCC)OCCCC(=O)N(C)C